3-(2-Benzenesulfonamido-2-{7-[(2-methoxyethyl)(methyl)amino]-1,3-benzothiazol-2-yl}ethyl)benzene-1-carboximidamide C1(=CC=CC=C1)S(=O)(=O)NC(CC=1C=C(C=CC1)C(N)=N)C=1SC2=C(N1)C=CC=C2N(C)CCOC